((S)-1-(5-(5-((R)-1-(3,5-dichloropyridin-4-yl)ethoxy)-1H-indazol-3-yl)pyridin-2-yl)pyrrolidin-2-yl)methanol ClC=1C=NC=C(C1[C@@H](C)OC=1C=C2C(=NNC2=CC1)C=1C=CC(=NC1)N1[C@@H](CCC1)CO)Cl